(3S,4R)-3-fluoro-4-methoxypiperidine hydrochloride Cl.F[C@H]1CNCC[C@H]1OC